4-((3-amino-6-(2,5-dimethyl-1,2,3,4-tetrahydroisoquinolin-7-yl)pyrazin-2-yloxy)methyl)pyridine-2,6-diamine NC=1C(=NC(=CN1)C1=CC(=C2CCN(CC2=C1)C)C)OCC1=CC(=NC(=C1)N)N